1-(1-chloro-1-fluoro-2-iodoethoxy)-3-(perfluoromethoxy)perfluoropropane ClC(CI)(OC(C(C(OC(F)(F)F)(F)F)(F)F)(F)F)F